C(C1=CC=CC=C1)NC1=C2N=CN(C2=NC(=N1)CC)[C@H]1[C@@H]([C@@H]([C@H](O1)C(=O)NCC)O)O (2S,3S,4R,5R)-5-(6-(benzylamino)-2-ethyl-9H-purin-9-yl)-N-ethyl-3,4-dihydroxyltetrahydrofuran-2-formamide